Cl.Cl.CC1(C(=O)NC(CCCCC1)=O)C dimethyl-suberimide 2HCl